(S)-1-(1-benzyl-1,2,3,6-tetrahydropyridin-4-yl)-5-methylpyrrolidin-2-one C(C1=CC=CC=C1)N1CCC(=CC1)N1C(CC[C@@H]1C)=O